C(C)(CC)[Li] secbutyl-lithium